ethyl (2E,4E)-4-(acetoxyimino)-4-phenylbut-2-enoate C(C)(=O)O\N=C(/C=C/C(=O)OCC)\C1=CC=CC=C1